N-methyldocosylamine CNCCCCCCCCCCCCCCCCCCCCCC